ClC1=C(C=CC=C1)C1=C(C(=CC=C1)C=1C=CC=2CN(CCOC2N1)CCO)Cl 2,2'-dichloro-3'-(4-(2-hydroxyethyl)-2,3,4,5-tetrahydropyrido[3,2-f][1,4]oxazepin-8-yl)-[1,1'-biphenyl]